3-(3,4-dichlorophenyl)-1-[(2S)-2-hydroxy-2-(3-pyridyl)ethyl]-1-isopropyl-urea ClC=1C=C(C=CC1Cl)NC(N(C(C)C)C[C@H](C=1C=NC=CC1)O)=O